tert-butyl (2-acetamido-5-isopropoxypyridin-4-yl)carbamate C(C)(=O)NC1=NC=C(C(=C1)NC(OC(C)(C)C)=O)OC(C)C